CC1(OB(OC1(C)C)C=1CC(OCC1)C)C 4,4,5,5-tetramethyl-2-(2-methyl-3,6-dihydro-2H-pyran-4-yl)-1,3,2-dioxaborolane